3-[5-[4-(3,9-diazaspiro[5.5]undecan-3-ylmethyl)-1-piperidyl]-4-fluoro-3-methyl-2-oxo-benzimidazol-1-yl]piperidine-2,6-dione C1CN(CCC12CCNCC2)CC2CCN(CC2)C2=C(C1=C(N(C(N1C)=O)C1C(NC(CC1)=O)=O)C=C2)F